(3aR,5s,6aS)-2-(benzo[d][1,3]dioxol-5-ylmethyl)-N-(6-(cyclohexylsulfonyl)pyridazin-3-yl)octahydrocyclopenta[c]pyrrol-5-amine O1COC2=C1C=CC(=C2)CN2C[C@@H]1[C@H](C2)CC(C1)NC=1N=NC(=CC1)S(=O)(=O)C1CCCCC1